N-(5,6-dimethyl-3-pyridyl)-2-[(2R,5S)-5-methyl-2-(3-methylsulfonylphenyl)-1-piperidyl]-2-oxo-acetamide CC=1C=C(C=NC1C)NC(C(=O)N1[C@H](CC[C@@H](C1)C)C1=CC(=CC=C1)S(=O)(=O)C)=O